C(C1=CC=CC=C1)OCC1CCC(CC1)N (1r,4r)-4-(benzyloxymethyl)cyclohexanamine